2-(methylamino)-3-nitrobenzaldehyde CNC1=C(C=O)C=CC=C1[N+](=O)[O-]